BrC(F)(F)[Se]CCOC1=CC=C(C=C1)C(F)(F)F (bromodifluoromethyl)(2-(4-trifluoromethylphenoxy) ethyl) selenide